ClC1=CC=C(OC=2C=C(CN3C[C@@H](N(CC3)C(=O)N3N=C(C=C3)C(=O)O)C)C=CC2)C=C1 (S)-1-(4-(3-(4-chlorophenoxy)benzyl)-2-methylpiperazine-1-carbonyl)-1H-pyrazole-3-carboxylic acid